CC1=NC2=CC=C(C=C2C(=C1)NC=1C=NC(=CC1)C1=NC2=C(N1)C=CC(=C2)NC2=CC(=NC=C2)C)N2CCOCC2 2-methyl-N-(6-(5-(2-methylpyridin-4-ylamino)-1H-benzo[d]imidazol-2-yl)pyridin-3-yl)-6-morpholinoquinolin-4-amine